(3-(5-(phenoxymethyl)benzofuran-7-yl)phenyl)methylamine O(C1=CC=CC=C1)CC=1C=C(C2=C(C=CO2)C1)C=1C=C(C=CC1)CN